C[C@H](CCCC(C)C)[C@H]1CC[C@@H]2[C@@]1(CC[C@H]3[C@H]2CC[C@@H]4[C@@]3(CC[C@@H](C4)OC(=O)C5=CC=CC=C5)C)C cholestanyl benzoate